Cl.ClC1=CC=C(C[C@H]2CO[C@H](CN2C2CCC(CC2)C=2SC(=C(N2)C)C)C#C)C=C1 (2s,5S)-5-(4-chlorobenzyl)-4-(4-(4,5-dimethylthiazol-2-yl)cyclohexyl)-2-ethynylmorpholine hydrochloride